ClC1=CC=CC=2OC3=C(C21)C(=CC=C3)F 1-chloro-9-fluorodibenzo[b,d]furan